4-(perfluoropropan-2-yl)-2-(trifluoromethyl)aniline FC(C(C(F)(F)F)(C1=CC(=C(N)C=C1)C(F)(F)F)F)(F)F